C(C)(C)(C)C1[C@](N(CC[C@@]1(C(=O)O)CC1=NC(=CC(=C1F)C(CC)=O)NC1=NN(C(=C1)C)C(C)(C)C)C(=O)O)(C)C(C)(C)C di-tert-butyl-(2R,4R)-4-((6-((1-(tert-butyl)-5-methyl-1H-pyrazol-3-yl)amino)-3-fluoro-4-propionylpyridin-2-yl)methyl)-2-methylpiperidine-1,4-dicarboxylic acid